3-amino-1-(4-bromo-2,6-dimethylphenyl)-1H-pyrazole-4-carbonitrile NC1=NN(C=C1C#N)C1=C(C=C(C=C1C)Br)C